NC1=C2C(=NC=N1)N(N=C2C2=CC=C(C=C2)OC2=CC=CC=C2)C2CCN(CC2)C(=O)N2CC(C2)N2CCN(CC2)C=2C=C1C(N(C(C1=CC2)=O)[C@@H]2C(NC(CC2)=O)=O)=O (S)-5-(4-(1-(4-(4-amino-3-(4-phenoxyphenyl)-1H-pyrazolo[3,4-d]pyrimidin-1-yl)piperidine-1-carbonyl)azetidin-3-yl)piperazin-1-yl)-2-(2,6-dioxopiperidin-3-yl)isoindoline-1,3-dione